(R)-1-(3-chlorophenyl-ethyl)-2,2-dimethyl-4-((4-(methylsulfonyl)phenoxy)methyl)pyrrolidine ClC=1C=C(C=CC1)CCN1C(C[C@H](C1)COC1=CC=C(C=C1)S(=O)(=O)C)(C)C